tert-butyl 2'-[6-amino-5-(trifluoromethoxy)pyridin-3-yl]-5',6'-dihydrospiro[azetidine-3,4'-pyrrolo[1,2-b]pyrazole]-1-carboxylate NC1=C(C=C(C=N1)C=1C=C2N(N1)CCC21CN(C1)C(=O)OC(C)(C)C)OC(F)(F)F